FC(C(=O)[O-])(F)F.[NH+]1=CC=CC=C1 pyridin-1-ium trifluoroacetate